C(C)OCCOC(C)(C)C 2-(2-ethoxyethoxy)-2-methyl-propane